(S)-quinuclidin-3-yl (6-(p-tolyl)-2,3-dihydro-1H-inden-1-yl)carbamat C1(=CC=C(C=C1)C1=CC=C2CCC(C2=C1)NC(O[C@@H]1CN2CCC1CC2)=O)C